CC1=CC(=NN1C1=CC=C(C=C1)OC(F)(F)F)C1CCC(CC1)O 4-[5-methyl-1-[4-(trifluoromethoxy)phenyl]pyrazol-3-yl]cyclohexanol